(R)-4-(1,5-dimethyl-1H-1,2,3-triazol-4-yl)-N-(6-fluoro-8-methylisoquinolin-1-yl)-N-(piperidin-3-yl)benzamide CN1N=NC(=C1C)C1=CC=C(C(=O)N([C@H]2CNCCC2)C2=NC=CC3=CC(=CC(=C23)C)F)C=C1